2-chloro-4-methoxy-1,3,5-triazine ClC1=NC=NC(=N1)OC